2-chloro-4-(1,3-dimethyl-1H-pyrazol-5-yl)-5-fluoropyrimidine ClC1=NC=C(C(=N1)C1=CC(=NN1C)C)F